4-(2-oxiranylmethoxy)phenylacetonitrile O1C(C1)COC1=CC=C(C=C1)CC#N